4-oxo-7-(trifluoromethyl)chromen O=C1C=COC2=CC(=CC=C12)C(F)(F)F